benzyl (6R,9S)-2-(8-ethynyl-3-(methoxymethoxy)naphthalen-1-yl)-12-fluoro-5a,6,7,8,9,10-hexahydro-5H-4-oxa-3,10a,11,13,14-pentaaza-6,9-methanonaphtho[1,8-ab]heptalene-14-carboxylate C(#C)C=1C=CC=C2C=C(C=C(C12)C=1C=C2N=C(N=C3C2=C(OCC2[C@H]4CC[C@@H](CN32)N4C(=O)OCC4=CC=CC=C4)N1)F)OCOC